2-Amino-6,9-Dihydro-1h-Purin NC=1NCC=2N=CNC2N1